thexyl-trimethoxysilane C(C)(C)(C(C)C)[Si](OC)(OC)OC